(R)-2-((6-(2-(2,5-difluorophenyl)pyrrolidin-1-yl)-1,5-naphthyridin-4-yl)amino)ethan-1-ol FC1=C(C=C(C=C1)F)[C@@H]1N(CCC1)C=1N=C2C(=CC=NC2=CC1)NCCO